2-(4-methyl-2-oxo-2,5-dihydro-1H-pyrrol-1-yl)butanamide CC1=CC(N(C1)C(C(=O)N)CC)=O